6-bromo-5-aminonaphthalene-1-sulfonic acid sodium salt [Na+].BrC=1C(=C2C=CC=C(C2=CC1)S(=O)(=O)[O-])N